N-(4-anilino-5-methyl-pyrimidin-2-yl)-N-(7-Ethyl-1-hydroxy-3H-2,1-benzoxaborole-5-yl)-1,1,1-trifluoro-methanesulfonamide N(C1=CC=CC=C1)C1=NC(=NC=C1C)N(S(=O)(=O)C(F)(F)F)C=1C=C(C2=C(COB2O)C1)CC